(R)-6-(7-isopropoxyimidazo[1,2-a]pyridin-3-yl)-N-(piperidin-3-yl)pyrazin-2-amine C(C)(C)OC1=CC=2N(C=C1)C(=CN2)C2=CN=CC(=N2)N[C@H]2CNCCC2